7-Methoxy-2-methyl-4-((1-(3-nitro-5-(trifluoromethyl)phenyl)ethyl)amino)quinoline COC1=CC=C2C(=CC(=NC2=C1)C)NC(C)C1=CC(=CC(=C1)C(F)(F)F)[N+](=O)[O-]